1'-benzyl-2H-spiro[benzofuran-3,4'-piperidine]-5,6-dicarboxylic Acid C(C1=CC=CC=C1)N1CCC2(CC1)COC1=C2C=C(C(=C1)C(=O)O)C(=O)O